OC(C(=O)N)(CNC)C 2-hydroxy-2-methyl-3-(methylamino)propionamide